(S,Z)-2-(7a-(hydroxymethyl)tetrahydro-1H-pyrrolizin-2(3H)-ylidene)-N,N-dimethylacetamide OC[C@]12CCCN2C\C(\C1)=C/C(=O)N(C)C